CN(C=1C2=C(N=CN1)C=NC=C2)C(C)C N-methyl-N-(propan-2-yl)pyrido[3,4-d]pyrimidin-4-amine